1H,4H,5H,6H,7H-pyrazolo[4,3-c]pyridine N1N=CC=2CNCCC21